OC[C@@]12C(NC[C@H]2C1)=O (1R,5S)-1-(hydroxymethyl)-3-azabicyclo[3.1.0]hexan-2-one